methyl ((1r,4r)-4-(4-(isopropylamino)-2-(thiazol-5-yl)thieno[2,3-b]pyridine-5-carboxamido) cyclohexyl)carbamate C(C)(C)NC1=C2C(=NC=C1C(=O)NC1CCC(CC1)NC(OC)=O)SC(=C2)C2=CN=CS2